Methyl 4-((2,4-dimethoxybenzyl) amino)-1,3-dimethylimidazolo[1,5-a]quinoxalin-8-carboxylate COC1=C(CNC=2C=3N(C4=CC(=CC=C4N2)C(=O)OC)C(=NC3C)C)C=CC(=C1)OC